C(=CC)N1CCN(CC1)C(CC1CC1)C1=CC=C(C=C1)[C@H](C)NC=1N=CC2=C(N1)N(C(C=C2)=O)C(C)C 2-{[(1S)-1-{4-[1-(4-propenylpiperazin-1-yl)-2-cyclopropylethyl]phenyl}ethyl]amino}-8-(propan-2-yl)pyrido[2,3-d]pyrimidin-7(8H)-one